C(N)(=O)C=1OC2=C(C1)C=C(C=C2)N2CCN(CC2)CC[C@@H]2CC[C@H](CC2)NC(OC(C)(C)C)=O tert-Butyl (trans-4-(2-(4-(2-carbamoylbenzofuran-5-yl)piperazin-1-yl)ethyl)cyclohexyl)carbamate